C(#N)CCOCCOCCOCCOCCOCCC#N tetraethylene glycol di(2-cyanoethyl) ether